FC1=C(C=CC(=C1)F)C1=CC(=C(S1)C(=O)N[C@@H]1CNCCC1)NC(=O)N (S)-5-(2,4-difluorophenyl)-N-(piperidin-3-yl)-3-ureidothiophene-2-carboxamide